NC=1C(=CC2=C(OCCN2CC2CC2)C1Br)C(=O)OC methyl 7-amino-8-bromo-4-(cyclopropylmethyl)-3,4-dihydro-2H-benzo[b][1,4]oxazine-6-carboxylate